C(C(=C)C)(=O)O[C@H](C(=O)OCC1=CC=CC=C1)C benzyl (S)-2-methacryloxypropionate